2-(1-isopropyl-4-oxo-7-(trifluoromethyl)-1,4-dihydrocinnolin-3-yl)-N-(6-(trifluoromethyl)pyridazin-3-yl)acetamide C(C)(C)N1N=C(C(C2=CC=C(C=C12)C(F)(F)F)=O)CC(=O)NC=1N=NC(=CC1)C(F)(F)F